C(C)OC1=C(C(=CC=C1)OCC)O 2,6-DIETHOXYPHENOL